1-(4-dodecyl-phenyl)-3-(4-tert-octyl-styryl)-5-(4-tert-octyl-phenyl)-pyrazoline C(CCCCCCCCCCC)C1=CC=C(C=C1)N1NC(=CC1C1=CC=C(C=C1)C(C)(C)CC(C)(C)C)C=CC1=CC=C(C=C1)C(C)(C)CC(C)(C)C